(1R)-1-(6-Ethoxypyridin-3-Yl)-2,2-Difluoroethanamine Hydrochloride Cl.C(C)OC1=CC=C(C=N1)[C@H](C(F)F)N